9-(1,2-dicarboxyethyl)fluorene tert-butyl-4-(((1S,3S)-3-((4-(7-fluoro-3-isopropyl-2-methyl-2H-indazol-5-yl)pyrimidin-2-yl)amino)cyclopentyl)carbamoyl)piperazine-1-carboxylate C(C)(C)(C)OC(=O)N1CCN(CC1)C(N[C@@H]1C[C@H](CC1)NC1=NC=CC(=N1)C1=CC2=C(N(N=C2C(=C1)F)C)C(C)C)=O.C(=O)(O)C(CC(=O)O)C1C2=CC=CC=C2C=2C=CC=CC12